2-((6-chloro-2H-indazol-3-yl)methoxy)ethan-1-ol tert-butyl-N-[2-[2-(2-[2-[(2-nitro-4-sulfamoylphenyl)amino]ethoxy]ethoxy)ethoxy]ethyl]carbamate C(C)(C)(C)N(C(=O)OCCOCC=1NN=C2C=C(C=CC12)Cl)CCOCCOCCOCCNC1=C(C=C(C=C1)S(N)(=O)=O)[N+](=O)[O-]